C1(CCCCCCC1)C(C(=O)NC1=CC=C(C=C1)C1=C(N(C(C=C1)=O)C)C)NC(=O)C1=CC=NN1C N-(1-Cyclooctyl-2-((4-(1,2-dimethyl-6-oxo-1,6-dihydropyridin-3-yl)phenyl)amino)-2-oxoethyl)-1-methyl-1H-pyrazole-5-carboxamide